platinum bis(triphenylphosphine) C1(=CC=CC=C1)P(C1=CC=CC=C1)C1=CC=CC=C1.C1(=CC=CC=C1)P(C1=CC=CC=C1)C1=CC=CC=C1.[Pt]